ClC=1C=C(C=CC1F)[C@@H]1N(OCC1)C1=CC(=NC=N1)NC=1C=C(C(=C(C1)NC(C=C)=O)N1CCC(CC1)N1CCN(CC1)CC)OC N-(5-((6-((R)-3-(3-chloro-4-fluorophenyl)isoxazolidine-2-yl)pyrimidine-4-yl)amino)-2-(4-(4-ethylpiperazine-1-yl)piperidine-1-yl)-methoxyphenyl)acrylamide